(S)-1-(2',4'-dioxo-3'-((5-phenyl-1,3,4-oxadiazol-2-yl)methyl)-2,3-dihydrospiro[indene-1,5'-oxazolidine]-5-yl)-3-methylurea O=C1O[C@@]2(C(N1CC=1OC(=NN1)C1=CC=CC=C1)=O)CCC1=CC(=CC=C12)NC(=O)NC